ClC=1C(=NC(=CC1)NC1=C(N=C2N1CCN(C2(C)C)C(CN)=O)C2=CC(=C(C=C2)F)F)C#N 3-chloro-6-((2-(3,4-difluorophenyl)-7-glycyl-8,8-dimethyl-5,6,7,8-tetrahydroimidazo[1,2-a]pyrazin-3-yl)amino)picolinonitrile